BrC=1C=C(C=2N(C1)N=CC2C(=O)OCC)OC ethyl 6-bromo-4-methoxypyrazolo[1,5-a]pyridine-3-carboxylate